4-(2-(((R)-((S)-7-(6-(2-oxopyrrolidin-1-yl)pyridin-3-yl)-2,3-dihydro-1H-pyrido[2,3-b][1,4]oxazin-3-yl)(phenyl)methyl)amino)ethyl)benzonitrile dihydrochloride Cl.Cl.O=C1N(CCC1)C1=CC=C(C=N1)C1=CC2=C(O[C@@H](CN2)[C@@H](C2=CC=CC=C2)NCCC2=CC=C(C#N)C=C2)N=C1